O[C@H]1CN(CC[C@@H]1[C@H]1N2C(C3=CC=CC=C13)=CN=C2)S(=O)(=O)N (3R,4R)-3-hydroxy-4-((R)-5H-imidazo[5,1-a]isoindol-5-yl)piperidine-1-sulfonamide